(2-hydroxypropyl)-(1-methyl-2-hydroxyethyl)-dimethyl-ammonium methylsulfate COS(=O)(=O)[O-].OC(C[N+](C)(C)C(CO)C)C